8-n-propoxycarbonyltetracyclo[4.4.0.12,5.17,10]-3-dodecene C(CC)OC(=O)C1C2C3C4C=CC(C3C(C1)C2)C4